5-Fluoro-6'-(methyl-d3)-[3,4'-bipyridine]-2'-carboxylic acid ethyl ester C(C)OC(=O)C1=NC(=CC(=C1)C=1C=NC=C(C1)F)C([2H])([2H])[2H]